2-(2-bromoethoxy) ethylene oxide BrCCOC1CO1